(o-nitrophenyl)-ethylene [N+](=O)([O-])C1=C(C=CC=C1)C=C